N-(4-methylbenzyl)chroman-3-carboxamide CC1=CC=C(CNC(=O)C2COC3=CC=CC=C3C2)C=C1